C(#N)C1(CC1)C1=CC=C(C=C1)C1=C(C=NC2=CC=C(C=C12)F)C(=O)N1CCN(CC1)C(=O)N(C)C 4-(4-(4-(1-Cyanocyclopropyl)phenyl)-6-fluoroquinoline-3-carbonyl)-N,N-dimethylpiperazine-1-carboxamide